C(#N)N1[C@H]2[C@@H](C[C@@H]1CC2)NC(=O)C=2C=C1C=NN(C1=CC2)C2=NC(=CC=C2)C(C)(F)F N-((1R,2R,4S)-7-cyano-7-azabicyclo[2.2.1]heptan-2-yl)-1-(6-(1,1-difluoroethyl)-2-pyridinyl)-1H-indazole-5-carboxamide